5-(1-ethoxyvinyl)-3-methylbenzo[d]isoxazole C(C)OC(=C)C=1C=CC2=C(C(=NO2)C)C1